butyl (3-(4-methylpiperazin-1-yl)-1,2,4-thiadiazol-5-yl)carbamate CN1CCN(CC1)C1=NSC(=N1)NC(OCCCC)=O